C1(=CC=C(C=C1)[C@@]1(CC[C@@]2([C@H]3CC[C@@]4([C@H](CC[C@H]4[C@@H]3[C@@H](C[C@@H]2C1)NC(C)=O)[C@@H](CCC(=O)O)C)C)C)O)C1=CC=CC=C1 (R)-4-((3S,5R,7R,8R,9S,10S,13R,14S,17R)-3-([1,1'-biphenyl]-4-yl)-7-acetamido-3-hydroxy-10,13-dimethylhexadecahydro-1H-cyclopenta[a]phenanthren-17-yl)pentanoic acid